F[C@]1([C@@H](O[C@@H]([C@H]1O)CO)N1C(NC(C=C1)=O)=O)C (2r,3r,4r,5r)-1-(3-fluoro-4-hydroxy-5-hydroxymethyl-3-methyltetrahydrofuran-2-yl)-1H-pyrimidine-2,4-dione